4-((2,2-difluoroethyl)(4-(5,6,7,8-tetrahydro-1,8-naphthyridin-2-yl)butyl)amino)-2-((2-(trifluoromethyl)pyrimidin-4-yl)amino)butanoic acid FC(CN(CCC(C(=O)O)NC1=NC(=NC=C1)C(F)(F)F)CCCCC1=NC=2NCCCC2C=C1)F